ClC1=CC=2C=3C=CC(=CC3N(C(N(C2N=C1)C(C)C)=O)C1=C(C=C(C=C1F)NCCNCCCC(=O)O)F)C#N 4-{[2-({4-[4-chloro-13-cyano-9-oxo-8-(propan-2-yl)-6,8,10-triazatricyclo[9.4.0.02,7]pentadeca-1(11),2(7),3,5,12,14-hexaen-10-yl]-3,5-difluorophenyl}amino)ethyl]amino}butanoic acid